benzyl ((1R)-1-(4-hydroxytetrahydro-2H-pyran-2-yl)propyl)carbamate OC1CC(OCC1)[C@@H](CC)NC(OCC1=CC=CC=C1)=O